BrC=1OC2=C(N1)C=CC=C2 2-bromo-1,3-benzoxazole